CC=1C=CC2=C(C(=NO2)C2=NC=CC3=CC=CC=C23)C1 5-methylbenzo[d]isoxazol-3-ylisoquinolin